CN(CC#CC1=CC(=C(C=C1)O)F)C 4-[3-(dimethylamino)prop-1-ynyl]-2-fluoro-phenol